ethyl 4-[2-(tert-butoxycarbonylamino)-1-methyl-ethyl]pyrrolo[2,3-d]thiazole-5-carboxylate C(C)(C)(C)OC(=O)NCC(C)N1C(=CC2=C1N=CS2)C(=O)OCC